tert-butyl-(2-hydroxypropyl)carbamate C(C)(C)(C)OC(NCC(C)O)=O